COCC1=NN2C(OC(C3=C2C=CC=C3)=N)=C1 2-(methoxymethyl)-5H-benzo[d]pyrazolo[5,1-b][1,3]oxazin-5-imine